N-hexadecyl-N,N-dimethylbenzylammonium chloride [Cl-].C(CCCCCCCCCCCCCCC)[N+](C)(C)CC1=CC=CC=C1